BrC1=CC(=C2C=NN(C2=C1)C=1SC(=NN1)C(F)F)N1CCN(CC1)C(=O)C1CCCC1 6-bromo-4-(4-cyclopentanecarbonylpiperazin-1-yl)-1-[5-(difluoromethyl)-1,3,4-thiadiazol-2-yl]indazole